N-(5-Methylhex-3-yn-1-yl)-4-(4-methylpiperazin-1-yl)-1H-benzo[d]imidazole-1-carboxamide CC(C#CCCNC(=O)N1C=NC2=C1C=CC=C2N2CCN(CC2)C)C